((R)-3-(4-chloro-3-fluorophenoxy)-1-((R)-3-methoxy-2-(pyrazine-2-carboxamido)propanamido)propyl)boronic acid ClC1=C(C=C(OCC[C@H](NC([C@@H](COC)NC(=O)C2=NC=CN=C2)=O)B(O)O)C=C1)F